4-methoxy-3-((4-methyl-1,4-diazepan-1-yl)sulfonyl)aniline COC1=C(C=C(N)C=C1)S(=O)(=O)N1CCN(CCC1)C